FC1(CC(C1)CC(=O)N[C@H](C(C)(C)O)C1=CC=2N(N=C1)C=C(N2)[C@@H](NC(=O)C2=NON=C2C)C2CCC(CC2)(F)F)F |o1:9| N-((S)-(7-((S*)-1-(2-(3,3-Difluorocyclobutyl)acetamido)-2-hydroxy-2-methylpropyl)imidazo[1,2-b]pyridazin-2-yl)(4,4-difluorocyclohexyl)methyl)-4-methyl-1,2,5-oxadiazole-3-carboxamide